CNC(C)=S N-Methylthioacetamide